3-((S)-2-hydroxy-3-((R)-8-(5-methyl-3H-imidazo[4,5-b]pyridin-6-ylsulfonyl)-1-oxa-8-azaspiro[4.5]decan-3-ylamino)propoxy)-N-methylbenzenesulfonamide O[C@H](COC=1C=C(C=CC1)S(=O)(=O)NC)CN[C@H]1COC2(C1)CCN(CC2)S(=O)(=O)C=2C=C1C(=NC2C)NC=N1